((5-(3-hydroxy-4-methoxyphenyl)-1,3,4-oxadiazol-2-yl)methyl)spiro[chromane-2,4'-piperidin]-4-ol OC=1C=C(C=CC1OC)C1=NN=C(O1)CN1CCC2(CC1)OC1=CC=CC=C1C(C2)O